N-[(2-Amino-3-pyridyl)sulfonyl]-6-(1-methylindol-5-yl)-2-[(4S)-2,2,4-trimethylpyrrolidin-1-yl]pyridin-3-carboxamid NC1=NC=CC=C1S(=O)(=O)NC(=O)C=1C(=NC(=CC1)C=1C=C2C=CN(C2=CC1)C)N1C(C[C@@H](C1)C)(C)C